C(C=CC=CC)(=O)OCC(CC)(COC(=O)C=CC=CC)COC(=O)C=CC=CC 2,2-bis[(1,3-pentadienylcarbonyloxy) methyl]Butyl 2,4-hexadienoate